N-(1-cyano-2-methylcyclopropyl)-3-(5-(difluoromethyl)-1,3,4-thiadiazol-2-yl)-8-(5-(hydroxymethyl)-3,3-dimethylpiperazin-1-yl)imidazo[1,5-a]pyridine-6-sulfonamide C(#N)C1(C(C1)C)NS(=O)(=O)C=1C=C(C=2N(C1)C(=NC2)C=2SC(=NN2)C(F)F)N2CC(NC(C2)CO)(C)C